3-phenyl-5-(p-fluorophenyl)-4-(trifluoromethyl)-1H-pyrazole C1(=CC=CC=C1)C1=NNC(=C1C(F)(F)F)C1=CC=C(C=C1)F